CC1=CC=C(C=C1)S(=O)(=O)OCCOCCOCCOCCOCCOCCOCCO 2-[2-[2-[2-[2-[2-(2-hydroxyethoxy)ethoxy]ethoxy]ethoxy] ethoxy] ethoxy]ethyl 4-methylbenzenesulfonate